O=C1NC2=C(N1C1CCNCC1)C=CC(=C2)C#N 2-oxo-1-(4-piperidyl)-1H-benzimidazole-5-carbonitrile